C(C1=CC=CC=C1)N(S(=O)(=O)C=1C(=NC(=CC1OCC1=CC=CC=C1)Cl)C)CC1=CC=CC=C1 N,N-dibenzyl-4-benzyloxy-6-chloro-2-methyl-pyridine-3-sulfonamide